[3-(4-chloro-2-thienyl)pyrrolidin-1-yl]-(3-pyridazin-4-yl-1H-pyrazol-5-yl)methanone ClC=1C=C(SC1)C1CN(CC1)C(=O)C1=CC(=NN1)C1=CN=NC=C1